Tert-butyl 5-((tert-butoxycarbonyl) (2-(3-(3-ethoxy-3-oxoprop-1-en-1-yl) phenyl)-5-methylpyridin-4-yl) amino)-1H-indazole-1-carboxylate C(C)(C)(C)OC(=O)N(C=1C=C2C=NN(C2=CC1)C(=O)OC(C)(C)C)C1=CC(=NC=C1C)C1=CC(=CC=C1)C=CC(=O)OCC